Cl.N[C@H](CN(C1(CCC1)C(=O)OC)C)CC1=CC=C(C=C1)Cl methyl (S)-1-((2-amino-3-(4-chlorophenyl)propyl)(methyl)amino)cyclobutane-1-carboxylate hydrochloride